NC(CC=1C(=NN(C1C1=CC=C(C=C1)Cl)C1=C(C=CC=C1)Cl)C(=O)NC1=CC=C(C=C1)F)=N 4-(2-amino-2-iminoethyl)-1-(2-chlorophenyl)-5-(4-chlorophenyl)-N-(4-fluorophenyl)-1H-pyrazole-3-carboxamide